O=C1NC2=CC=CC=C2CN1C=1C=C(OCC(=O)O)C=CC1 2-(3-(2-oxo-1,4-dihydroquinazolin-3(2H)-yl)phenoxy)acetic acid